CN1CCN(CCC1)C1=NC=2N3C4=CC=CC=C4SC3=C(C(C2C=N1)=O)C(=O)OCC Ethyl 4-(4-methyl-1,4-diazepan-1-yl)-8-oxo-11-thia-1,3,5-triazatetracyclo-[8.7.0.02,7.012,17]heptadeca-2(7),3,5,9,12,14,16-heptaene-9-carboxylate